CS(=O)(=O)OC1=C(C=C(C(=C1)[N+](=O)[O-])OC1=CC(=CC=C1)C(N(C)C)=O)C(OC)OC 2-(dimethoxymethyl)-4-[3-(dimethylcarbamoyl) phenoxy]-5-nitrophenyl methanesulfonate